N1=C(C=CC=C1)C=1N=C(SC1)NC1=CC=C2C(=N1)NC=C2 4-(pyridin-2-yl)-N-(1H-pyrrolo[2,3-b]pyridin-6-yl)thiazol-2-amine